BrC1=CC=C(C=C1)N(C(CNC1=NC(=CC(=C1C#N)C(F)(F)F)C(F)(F)F)=O)C N-(4-bromophenyl)-2-((3-cyano-4,6-bis(trifluoro-methyl)pyridin-2-yl)amino)-N-methylacetamide